1-(2-((2S,4R)-2-(4-(aminomethyl)phenylcarbamoyl)-4-fluoropyrrolidin-1-yl)-2-oxoethyl)-5-(pyridazin-4-yl)-1H-indazole-3-carboxamide NCC1=CC=C(C=C1)NC(=O)[C@H]1N(C[C@@H](C1)F)C(CN1N=C(C2=CC(=CC=C12)C1=CN=NC=C1)C(=O)N)=O